trans-2-(3,5-difluorophenyl)vinyl-pinacol borate B(O)(O)O.FC=1C=C(C=C(C1)F)/C=C/CC(O)(C)C(C)(C)O